6-methylaniline CC1=CC=CC=C1N